2-allyl-6-((1,3,4,6,7,11B-hexahydro-[1,4]oxazino[3,4-a]isoquinolin-9-yl)amino)-1-(6-(2-hydroxypropan-2-yl)pyridin-2-yl)-1,2-dihydro-3H-pyrazolo[3,4-d]pyrimidin-3-one C(C=C)N1N(C2=NC(=NC=C2C1=O)NC=1C=C2CCN3C(C2=CC1)COCC3)C3=NC(=CC=C3)C(C)(C)O